2-((2-ethyl-6-(1-(2-(3-hydroxyazetidin-1-yl)-2-oxoethyl)piperidin-4-yl)imidazo[1,2-a]pyridin-3-yl)(methyl)amino)-4-(4-fluorophenyl)thiazole-5-carbonitrile C(C)C=1N=C2N(C=C(C=C2)C2CCN(CC2)CC(=O)N2CC(C2)O)C1N(C=1SC(=C(N1)C1=CC=C(C=C1)F)C#N)C